Cl.F\C(=C/CN)\CN1C=NC2=C1C=C(C=C2C=2C=NC=C(C2)F)C(F)(F)F (Z)-3-fluoro-4-(4-(5-fluoropyridin-3-yl)-6-(trifluoromethyl)-1H-benzo[d]imidazol-1-yl)but-2-en-1-amine Hydrochloride